NC=1C(NC(N(N1)C1=CC(=C(C(=C1)Cl)OC=1N=NC(=C(C1)CC1=CC=CC=C1)O)Cl)=O)=O 6-amino-2-[4-[(5-benzyl-6-hydroxypyridazin-3-yl)oxy]-3,5-dichlorophenyl]-4H-1,2,4-triazine-3,5-dione